trans-4-(Cyanomethyl)cyclohexanecarbonyl chloride C(#N)C[C@@H]1CC[C@H](CC1)C(=O)Cl